N[C@H](C)C=1C=C(C=C2C(N(C(=NC12)[C@H]1OCCCC1)C1CC1)=O)F 8-((R)-1-aminoethyl)-3-cyclopropyl-6-fluoro-2-((S)-tetrahydro-2H-pyran-2-yl)quinazolin-4(3H)-one